oxygen salicylalcohol C(C=1C(O)=CC=CC1)O.[O]